6-bromo-3,3-bis(2-methoxyethyl)-2,3-dihydro-1H-inden-1-ol BrC1=CC=C2C(CC(C2=C1)O)(CCOC)CCOC